ClC1=CC=C(C=N1)NC1=NC=CC2=CC(=CC=C12)O[C@@H]1C[C@@H](CCC1)O |r| rac-(1R,3S)-3-((1-((6-chloropyridin-3-yl)amino)isoquinolin-6-yl)oxy)cyclohexan-1-ol